6-Chloro-3-[(1R)-1-(2-furo[3,2-c]pyridin-2-yl-3,6-dimethyl-4-oxo-chromen-8-yl)ethoxy]pyridine-2-carboxamide ClC1=CC=C(C(=N1)C(=O)N)O[C@H](C)C=1C=C(C=C2C(C(=C(OC12)C1=CC=2C=NC=CC2O1)C)=O)C